CN1[C@@H](CCC1)COC=1C=C(C(=O)N[C@H](C)C=2C=NC(=NC2)C(F)(F)F)C=C(C1)C=1SC(=CN1)C 3-{[(2S)-1-Methylpyrrolidin-2-yl]methoxy}-5-(5-methyl-1,3-thiazol-2-yl)-N-{(1R)-1-[2-(trifluoromethyl)pyrimidin-5-yl]ethyl}benzamide